2-ethylthiazole C(C)C=1SC=CN1